{3-[(6-Chloro-3-trifluoromethyl-pyridin-2-ylmethyl)-amino]-1-methyl-1H-pyrazol-4-ylmethyl}-[1-(2-fluoro-6-methyl-phenyl)-piperidin-4-yl]-amine ClC1=CC=C(C(=N1)CNC1=NN(C=C1CNC1CCN(CC1)C1=C(C=CC=C1C)F)C)C(F)(F)F